(1r,4r)-4-[(3aR,9bR)-7-{[2-fluoro-6-(trifluoromethyl)phenyl]methoxy}-9b-(4-fluorobenzenesulfonyl)-1H,2H,3H,3aH,4H,5H,9bH-benzo[e]indole-3-carbonyl]cyclohexane-1-carboxamide FC1=C(C(=CC=C1)C(F)(F)F)COC1=CC2=C([C@@]3(CCN([C@@H]3CC2)C(=O)C2CCC(CC2)C(=O)N)S(=O)(=O)C2=CC=C(C=C2)F)C=C1